CO[C@@H]1CC[C@H](CC1)SCC1=NC2=C(C=CC=C2C(N1)=O)C 2-((((trans)-4-methoxycyclohexyl)thio)methyl)-8-methylquinazolin-4(3H)-one